potassium fluoroaluminum F[Al].[K]